C1=CC=CC=2C3=CC=CC=C3N(C12)CC=1N(C=NN1)C1=CC=CC=C1 5-((9H-carbazole-9-yl)methyl)-4-phenyl-4H-1,2,4-triazole